3-(piperidin-1-yl)propoxy-N-(4-(trifluoromethyl)pyridin-2-yl)quinolin-2-amine N1(CCCCC1)CCCOC=1C(=NC2=CC=CC=C2C1)NC1=NC=CC(=C1)C(F)(F)F